(S)-1-(1-(5-chloro-2-ethoxybenzyl)pyrrolidin-3-yl)-N,N-dimethyl-methanamine ClC=1C=CC(=C(CN2C[C@@H](CC2)CN(C)C)C1)OCC